FC1=NC(=CC=C1C=1SC=2C(N(CCC2N1)C=1C=NC=CC1)=O)N1CCCC1 2-(2-fluoro-6-(pyrrolidin-1-yl)pyridin-3-yl)-5-(pyridin-3-yl)-6,7-dihydrothiazolo[5,4-c]pyridin-4(5H)-one